ClC=1C(=C(C=CC1F)N(C(OC1=C(C=C(C=C1C(F)(F)F)C(F)(F)F)C=1N=NN(C1)CC1(CNC1)O)=O)C([2H])([2H])[2H])F 2-{1-[(3-hydroxyazetidin-3-yl)methyl]-1H-1,2,3-triazol-4-yl}-4,6-bis(trifluoromethyl)phenyl N-(3-chloro-2,4-difluorophenyl)-N-(methyl-d3)carbamate